CCCCC/C=C\CCCCCCCC(=O)OC[C@H](COP(=O)([O-])OCC[N+](C)(C)C)OC(=O)CCCCCCC/C=C\CCCCC 1,2-di-(9Z-pentadecenoyl)-sn-glycero-3-phosphocholine